1-(2-(6-methoxynaphthalen-1-yl)ethyl)azetidine COC=1C=C2C=CC=C(C2=CC1)CCN1CCC1